ClC1=C(C=C(C(=C1)F)C1=C(C(=C(C(=C1F)F)F)F)F)OCC(=O)O 2-((4-chloro-2',3',4',5',6,6'-hexafluoro-[1,1'-biphenyl]-3-yl)oxy)acetic acid